tert-butyl 6-((6-(benzo[d]thiazol-2-yl((2-(trimethylsilyl)ethoxy)methyl)amino)-5-methylpyridazin-3-yl)(methyl)amino)-3-(5-methyl-1-neopentyl-1H-pyrazol-4-yl)picolinate S1C(=NC2=C1C=CC=C2)N(C2=C(C=C(N=N2)N(C2=CC=C(C(=N2)C(=O)OC(C)(C)C)C=2C=NN(C2C)CC(C)(C)C)C)C)COCC[Si](C)(C)C